OC(C)C(CN[C@@H](CO)C(=O)O)C(=O)O 1-hydroxyethyl-2-carboxyethyl-(serine)